CC1=NN=C2N1N=CC1=C2OC=C1 3-Methylfuro[2,3-d][1,2,4]triazolo[4,3-b]pyridazine